2-pyridinyl-[4-[5-(trifluoromethyl)-1,2,4-oxadiazol-3-yl]phenyl]methanol N1=C(C=CC=C1)C(O)C1=CC=C(C=C1)C1=NOC(=N1)C(F)(F)F